6-((R)-2-((3as,5s,6ar)-5-(2-fluorophenoxy)-3a-hydroxycyclopenta[c]pyrrol-2(1H)-yl)-1-hydroxyethyl)-1,4-dihydro-2H-benzo[d][1,3]oxazin-2-one FC1=C(OC2=C[C@@]3(C(CN(C3)C[C@H](O)C3=CC4=C(NC(OC4)=O)C=C3)=C2)O)C=CC=C1